N1(CCCC1)S(=O)(=O)C=1C=C(C=CC1)B(O)O (3-(pyrrolidin-1-ylsulfonyl)phenyl)boronic acid